C(C)(C)(C)NP(OCC)(=O)CC1=NC=C(C=C1)C1=NOC(=N1)C(F)(F)Cl ethyl N-(tert-butyl)-P-((5-(5-(chlorodifluoromethyl)-1,2,4-oxadiazol-3-yl)pyridin-2-yl)methyl)phosphonamidate